ClC=1C(=NC(=NC1)NC1CCOCC1)C1=CC=C2CN(C(C2=C1)=O)[C@@H](C(=O)N[C@H](C)C1=NC(=CC=C1)N1CCC(CC1)N(C)C)C (2R)-2-(6-{5-chloro-2-[(oxan-4-yl)amino]pyrimidin-4-yl}-1-oxo-2,3-dihydro-1H-isoindol-2-yl)-N-[(1R)-1-{6-[4-(dimethylamino)piperidin-1-yl]pyridin-2-yl}ethyl]propanamide